N-dodecyl-N'-[3-(dibutylamino)propyl]-malonic acid diamide C(CCCCCCCCCCC)NC(CC(=O)NCCCN(CCCC)CCCC)=O